(3S,4S)-3-[(4-Fluorophenoxy)methyl]-4-methyl-2-[6-methyl-3-(1,3-thiazol-2-yl)pyridin-2-carbonyl]-2-azabicyclo[3.1.1]heptan FC1=CC=C(OC[C@H]2N(C3CC([C@@H]2C)C3)C(=O)C3=NC(=CC=C3C=3SC=CN3)C)C=C1